(S)-N-(2-(((1H-pyrrol-2-yl)methyl)amino)-1-(3-chlorophenyl)ethyl)-1-(5-methyl-2-((tetrahydro-2H-pyran-4-yl)amino)pyrimidin-4-yl)-1H-imidazole-4-carboxamide N1C(=CC=C1)CNC[C@H](C1=CC(=CC=C1)Cl)NC(=O)C=1N=CN(C1)C1=NC(=NC=C1C)NC1CCOCC1